(2RS)-2-(6-nitroindazol-2-yl)-2-phenyl-acetic acid [N+](=O)([O-])C=1C=CC2=CN(N=C2C1)[C@@H](C(=O)O)C1=CC=CC=C1 |r|